N-(2-(1H-imidazol-4-yl)ethyl)stearamide N1C=NC(=C1)CCNC(CCCCCCCCCCCCCCCCC)=O